(1-((3-Methoxyazetidin-1-yl)methyl)cyclopropyl)methanol COC1CN(C1)CC1(CC1)CO